1H,3H-benzo[1,2-c:4,5-c']difuran-1,3,5,7-tetrone C1(C2=C(C(O1)=O)C=C1C(C(OC1=O)=O)=C2)=O